N-propyl-propanamide C(CC)NC(CC)=O